(4S,5S)-4-(3,4-difluorophenyl)-2-(2-(methylamino)-2-oxoethyl)-5-nitropiperidine-1-carboxylic acid tert-butyl ester C(C)(C)(C)OC(=O)N1C(C[C@H]([C@@H](C1)[N+](=O)[O-])C1=CC(=C(C=C1)F)F)CC(=O)NC